P(=O)(OOCCCCCCCCCCCCCCCCOCC)([O-])[O-] ethoxyhexadecyloxy phosphate